Indole-3-Lactic acid N1C=C(C2=CC=CC=C12)CC(C(=O)O)O